ClC=1C=C2C=3C=C(C=C(C3N(C2=CC1)S(=O)(=O)C1=CC=C(C)C=C1)OCC1CN(C1)C(=O)OC(C)(C)C)NC1=CC=C(C=C1)Cl tert-Butyl 3-(((6-chloro-3-((4-chlorophenyl)amino)-9-tosyl-9H-carbazol-1-yl)oxy)methyl)azetidine-1-carboxylate